gadolinium 2,2',2''-(10-{(1R)-1-carboxy-2-[4-(2,2,2-trifluoroethoxy) phenyl]ethyl}-1,4,7,10-tetraazacyclododecane-1,4,7-triyl)triacetate C(=O)(O)[C@@H](CC1=CC=C(C=C1)OCC(F)(F)F)N1CCN(CCN(CCN(CC1)CC(=O)[O-])CC(=O)[O-])CC(=O)[O-].[Gd+3]